ClC=1C=C(C=C(C1)F)[C@@H]1C[C@@H](C=2N1N=C(N2)S(=O)(=O)C(F)F)F (5s,7s)-5-(3-chloro-5-fluoro-phenyl)-2-(difluoromethylsulfonyl)-7-fluoro-6,7-dihydro-5H-pyrrolo[1,2-b][1,2,4]triazole